iridium bis[1,2-bis(diphenylphosphino)ethane] C1(=CC=CC=C1)P(CCP(C1=CC=CC=C1)C1=CC=CC=C1)C1=CC=CC=C1.C1(=CC=CC=C1)P(CCP(C1=CC=CC=C1)C1=CC=CC=C1)C1=CC=CC=C1.[Ir]